C(C)(=O)C1=NC(=CC(=C1)C(=O)OCC)C(C)=O ethyl 2,6-diacetylpyridine-4-carboxylate